[1,3]Diazepin-5(6H)-yl-pyridinium N=1C=NC=C(CC1)[N+]1=CC=CC=C1